methyl 2-(3-(((3-chloropyrazin-2-yl)methyl)carbamoyl)cyclopentyl)-2-methylpropanoate ClC=1C(=NC=CN1)CNC(=O)C1CC(CC1)C(C(=O)OC)(C)C